C(CCCCCC)C(C(=O)OCC(COC(C(CCCCCCC)CCCCCCC)=O)N1CCC2(CCN(C2)CCCCO)CC1)CCCCCCC 2-(2-(4-hydroxybutyl)-2,8-diazaspiro[4.5]decan-8-yl)propane-1,3-diyl bis(2-heptylnonanoate)